S1C=C(C=C1)C1=NC=NC=C1 4-(thiophen-3-yl)pyrimidin